1-(6-chloro-2-methylpyrimidin-4-yl)-4-isobutylpyrrolidin-2-one ClC1=CC(=NC(=N1)C)N1C(CC(C1)CC(C)C)=O